NC(COCCNC(C1=C(C=C(C=C1)NC=1C=2N(C=CN1)C(=CN2)C=2C(=NNC2)C(F)(F)F)CC)=O)(C)C N-[2-(2-amino-2-methylpropoxy)ethyl]-2-ethyl-4-[[3-[3-(trifluoromethyl)-1H-pyrazol-4-yl]imidazo[1,2-a]pyrazin-8-yl]amino]benzamide